chromous chloride [Cl-].[Cr+2].[Cl-]